FC(C1=CC=C(OC2=C3C=CC(=CC3=CC=C2)C(=O)O)C=C1)(F)F 5-[4-(trifluoromethyl)phenoxy]naphthalene-2-carboxylic acid